O=C1N(CCC(N1)=O)C1=CC=C(C=C1)N1CCN(CC1)CCCC(=O)O 4-(4-(4-(2,4-Dioxotetrahydropyrimidin-1(2H)-yl)phenyl)piperazin-1-yl)butanoic acid